O1C2=C(OCC1)C=C(C=C2)C=2C=CC(=C(C2)NC2=NC=NC1=CC(=C(C=C21)OC2CCN(CC2)C(C=C)=O)OC)OC 1-(4-((4-((5-(2,3-dihydrobenzo[b][1,4]dioxin-6-yl)-2-methoxy-phenyl)amino)-7-methoxy-quinazolin-6-yl)oxy)piperidin-1-yl)prop-2-en-1-one